heptcosanoic acid C(CCCCCCCCCCCCCCCCCCCCCCCCCC)(=O)O